OC[C@@H](C1=CC(=CC=C1)C(F)(F)F)NC(=O)NC1CC2(C1)CCC2 |r| (±)-1-[2-hydroxy-1-(3-trifluoromethyl-phenyl)-ethyl]-3-spiro[3.3]hept-2-yl-urea